OC=1C(=C2OC=3C(C(C(C(C3C(C2=C(C1)O)CC(C)C)=O)(C)C)=O)(C)C)C(C(CC)C)=O 6,8-dihydroxy-5-(2-methylbutyryl)-9-isobutyl-2,2,4,4-tetramethyl-4,9-dihydro-1H-xanthene-1,3(2H)-dione